CC1=C(C(=C(C=C1Br)F)CBr)F methyl-5-bromo-2-(bromomethyl)-1,3-difluorobenzene